C(C)(C)(C)OC(=O)N1C(C[C@H](C1)C1=C(C(=CC(=C1F)F)F)F)C(=O)O (4S)-1-(tert-butoxycarbonyl)-4-(2,3,5,6-tetrafluorophenyl)pyrrolidine-2-carboxylic acid